diBenzyltin bismethylmalate COC(C(O)CC(=O)OC)=O.C(C1=CC=CC=C1)[Sn]CC1=CC=CC=C1